BrC=1OC2=C(C1)C=CC(=C2)C(F)(F)F 2-Bromo-6-(trifluoromethyl)-1-benzofuran